1-[5-ethylsulfanyl-6-[3-methyl-6-(trifluoromethylsulfanyl)imidazo[4,5-b]pyridin-2-yl]-3-pyridyl]cyclopropanecarbonitrile C(C)SC=1C=C(C=NC1C1=NC=2C(=NC=C(C2)SC(F)(F)F)N1C)C1(CC1)C#N